5-(2-methyl-1-(tetrahydro-2H-pyran-4-yl)-1H-imidazo[4,5-b]pyridin-6-yl)-N-(1-methyl-1H-pyrazol-4-yl)pyrrolo[2,1-f][1,2,4]triazin-2-amine CC=1N(C=2C(=NC=C(C2)C=2C=CN3N=C(N=CC32)NC=3C=NN(C3)C)N1)C1CCOCC1